(7R,8aS)-2-(5-(5-(Chroman-5-yl)-6-methoxy-1H-pyrazolo[4,3-b]pyridin-3-yl)pyridin-2-yl)octahydropyrrolo[1,2-a]pyrazin-7-ol Bis(6-(decanoyloxy)hexyl)2-hydroxysuccinate C(CCCCCCCCC)(=O)OCCCCCCC(C(C(=O)O)O)(C(=O)O)CCCCCCOC(CCCCCCCCC)=O.O1CCCC2=C(C=CC=C12)C1=C(C=C2C(=N1)C(=NN2)C=2C=CC(=NC2)N2C[C@H]1N(CC2)C[C@@H](C1)O)OC